N-((5-(5-(difluoromethyl)-1,3,4-oxadiazol-2-yl)thiazol-2-yl)methyl)-N-(5-(difluoromethyl)pyridin-3-yl)ethanesulfonamide FC(C1=NN=C(O1)C1=CN=C(S1)CN(S(=O)(=O)CC)C=1C=NC=C(C1)C(F)F)F